copper (II) 2-(2-butoxyethoxy)ethoxide C(CCC)OCCOCC[O-].[Cu+2].C(CCC)OCCOCC[O-]